N1-(5-Methyl-4-(6-(pyrimidin-5-ylamino)imidazo[1,2-a]pyridin-3-yl)pyrimidin-2-yl)cyclohexane-1,3-diamine CC=1C(=NC(=NC1)NC1CC(CCC1)N)C1=CN=C2N1C=C(C=C2)NC=2C=NC=NC2